CNC(=CC(=O)[O-])C 3-(methyl amino)but-2-enoate